N1=CC(=CC=C1)N1CCC(CC1)C(=O)O 1-(pyridine-3-yl)piperidine-4-carboxylic acid